N-(4-((2-amino-4-fluorophenyl)carbamoyl)benzyl)-2-fluoro-5-((4-oxo-3,4-dihydro-phthalazin-1-yl)methyl)benzamide NC1=C(C=CC(=C1)F)NC(=O)C1=CC=C(CNC(C2=C(C=CC(=C2)CC2=NNC(C3=CC=CC=C23)=O)F)=O)C=C1